C(C(=C)C)(=O)OCCCCCCCCCCCC lauryl methacrylate